(3S,5R) and (3R,5S)-piperidine N1CCCCC1